Tert-butyl (2-(2-((3-(2-(2,6-dioxopiperidin-3-yl)-1,3-dioxoisoindolin-5-yl)prop-2-yn-1-yl)oxy)ethoxy)ethyl)carbamate O=C1NC(CCC1N1C(C2=CC=C(C=C2C1=O)C#CCOCCOCCNC(OC(C)(C)C)=O)=O)=O